OC=1C=C(C=C(C1O)O)CCC=C 4-(3,4,5-trihydroxyphenyl)-1-butene